4-(7-(8-Ethyl-7-fluoro-3-(methoxymethoxy)naphthalen-1-yl)-8-fluoro-2-(((2R,7aS)-2-fluorotetrahydro-1H-pyrrolizin-7a(5H)-yl)methoxy)pyrido[4,3-d]pyrimidin-4-yl)thiomorpholine 1-oxide C(C)C=1C(=CC=C2C=C(C=C(C12)C1=C(C=2N=C(N=C(C2C=N1)N1CCS(CC1)=O)OC[C@]12CCCN2C[C@@H](C1)F)F)OCOC)F